6-[5-[2-[[3-(2-aminopropoxy)-1-chloro-6,7-dihydro-5H-cyclopenta[c]pyridin-6-yl]methylamino]ethyl]-2-oxo-oxazolidin-3-yl]-4H-pyrazino[2,3-b][1,4]oxazin-3-one NC(COC1=CC2=C(C(=N1)Cl)CC(C2)CNCCC2CN(C(O2)=O)C2=NC1=C(OCC(N1)=O)N=C2)C